BrC1=C2N(N=C1)CC1([C@@H]2N)CCNCC1 (S)-3'-bromo-4'H,6'H-spiro[piperidine-4,5'-pyrrolo[1,2-b]pyrazol]-4'-amine